furylfurylfurylamine O1C(=CC=C1)N(C=1OC=CC1)C=1OC=CC1